5-((6-Methoxypyridin-2-yl)methoxy)-N-(4-methyl-1,1-dioxidotetrahydro-2H-thiopyran-4-yl)pyrazolo[1,5-a]pyrimidine-2-carboxamide COC1=CC=CC(=N1)COC1=NC=2N(C=C1)N=C(C2)C(=O)NC2(CCS(CC2)(=O)=O)C